1,3-dichloro-4-trichloromethylbenzene ClC1=CC(=C(C=C1)C(Cl)(Cl)Cl)Cl